FC1=C(C(=O)O)C(=CC=C1)NC(C)C=1C=C(C=C2C(C=C(OC12)C1=CC2=CN(N=C2C=C1)C)=O)C 2-Fluoro-6-((1-(6-methyl-2-(2-methyl-2H-indazol-5-yl)-4-oxo-4H-chromen-8-yl)ethyl)amino)benzoic acid